6-(3-amino-5-fluoro-6-(4-(piperazin-1-yl)phenyl)pyrazin-2-yl)-4-methylisoquinolin-1(2H)-one NC=1C(=NC(=C(N1)F)C1=CC=C(C=C1)N1CCNCC1)C=1C=C2C(=CNC(C2=CC1)=O)C